BrC1=CC=C(C(=N1)C)NCC(C)OC 6-bromo-N-(2-methoxypropyl)-2-methylpyridin-3-amine